The molecule is an organic sodium salt having 3-[(4-anilinophenyl)diazenyl]benzene-1-sulfonate as the counterion. Used in one variant of Masson's trichrome to stain collagen yellow in contrast to the red muscle, but is not in common used. It has a role as a histological dye. It contains a 3-[(4-anilinophenyl)diazenyl]benzene-1-sulfonate. C1=CC=C(C=C1)NC2=CC=C(C=C2)N=NC3=CC(=CC=C3)S(=O)(=O)[O-].[Na+]